4-cyclopropyl-N2-methyl-6-(3-methylbenzyl)pyridine-2,4-dicarboxamide C1(CC1)C1(CC(=NC(=C1)CC1=CC(=CC=C1)C)C(=O)NC)C(=O)N